2,7-dihydroxy-1-(4-hydroxybenzyl)-4-methoxyphenanthrene OC1=C(C=2C=CC3=CC(=CC=C3C2C(=C1)OC)O)CC1=CC=C(C=C1)O